C1(CC1)C1=C(C(=NO1)C1=C(C=NC=C1Cl)Cl)COC12CCC(CC1)(CC2)COC=2C=C1C(=CC=NC1=CC2)CC 6-((4-((5-Cyclopropyl-3-(3,5-dichloropyridin-4-yl)isoxazol-4-yl)methoxy)bicyclo[2.2.2]octan-1-yl)methoxy)-4-ethylchinolin